C(C)C1(CCC=2C1=NC(=CC2)NC2=NC(=NC=C2C#N)NC2=CC(=C(C=C2)COC)N2CCN(CC2)C)O 4-[(7-ethyl-7-hydroxy-5,6-dihydrocyclopenta[b]pyridin-2-yl)amino]-2-[4-(methoxymethyl)-3-(4-methylpiperazin-1-yl)anilino]pyrimidine-5-carbonitrile